4-amino-2-oxo-N-propyl-8-(pyridin-4-yl)-1,2-dihydroquinoline-3-carboxamide NC1=C(C(NC2=C(C=CC=C12)C1=CC=NC=C1)=O)C(=O)NCCC